COC1=CC=C(C=C1)C(OC[C@@H]1[C@H]([C@H]([C@@H](O1)N1C(NC(C(=C1)I)=O)=O)O)O)(C1=CC=CC=C1)C1=CC=C(C=C1)OC 1-((2R,3R,4S,5R)-5-((bis(4-methoxyphenyl)(phenyl)methoxy)methyl)-3,4-dihydroxytetrahydrofuran-2-yl)-5-iodopyrimidine-2,4(1H,3H)-dione